benzyl 2-(N-[(2S)-2-cyanopyrrolidine-1-carbonyl]-4-cyclopropyl-2-fluoro-anilino)-2-[4-(trifluoromethyl)-3-pyridyl]acetate C(#N)[C@H]1N(CCC1)C(=O)N(C1=C(C=C(C=C1)C1CC1)F)C(C(=O)OCC1=CC=CC=C1)C=1C=NC=CC1C(F)(F)F